C1(CCCCC1)NC1=C(C(=O)N)C=CC(=C1)N1C=CC2=C1N=CN=C2NC2=CC=C(C=C2)OC2=CC=CC=C2 2-(cyclohexylamino)-4-(4-((4-phenoxyphenyl)amino)-7H-pyrrolo[2,3-d]pyrimidin-7-yl)benzamide